(S)-2-benzhydryl-pyrrolidine C(C1=CC=CC=C1)(C1=CC=CC=C1)[C@H]1NCCC1